Dimethyl-cyclopenta-1-en-1,2-dicarboxylic acid CC1(CC(=C(C1)C(=O)O)C(=O)O)C